5-(3-(3-(4-Fluorophenyl)prop-1-ynyl)phenoxy)-1H-1,2,3-triazole-4-carboxylic acid FC1=CC=C(C=C1)CC#CC=1C=C(OC2=C(N=NN2)C(=O)O)C=CC1